3-((carbamoyloxy)methyl)-8-oxo-5-thia-1-azabicyclo[4.2.0]oct-2-ene-2-carboxylic acid diisopropylamine salt C(C)(C)NC(C)C.C(N)(=O)OCC1=C(N2C(CC2SC1)=O)C(=O)O